N1=CC=CC=2OC3=C(C21)C=CC=C3 Monoazadibenzofuran